FC=1C(=CC2=C(N(C(=N2)C2=CC=C(C=C2)S(=O)(=O)C)C)C1)C1CCN(CC1)C1CCN(CC1)CC(C)C 6-fluoro-5-(1'-isobutyl-[1,4'-bipiperidin]-4-yl)-1-methyl-2-(4-(methylsulfonyl)phenyl)-1H-benzo[d]imidazole